(R)-2-(5-(((1-(2-fluoropyridin-3-yl)ethoxy)carbonyl)amino)-1-methyl-1H-pyrazol-4-yl)pyrimidin-5-yl cyclopropanesulfonate C1(CC1)S(=O)(=O)OC=1C=NC(=NC1)C=1C=NN(C1NC(=O)O[C@H](C)C=1C(=NC=CC1)F)C